2-chloro-9-cyclobutyl-6-methoxy-9H-purine ClC1=NC(=C2N=CN(C2=N1)C1CCC1)OC